N-(6-METHOXY-1-METHYL-1H-PYRAZOLO[4,3-C]PYRIDIN-7-YL)-1-(4-(PYRROLIDIN-1-YL)PYRIDIN-2-YL)-1H-PYRAZOLE-4-SULFONAMIDE COC1=C(C2=C(C=N1)C=NN2C)NS(=O)(=O)C=2C=NN(C2)C2=NC=CC(=C2)N2CCCC2